(R)-N-((2,2-dimethyl-1,3-dioxapent-4-yl)methoxy)-2-((2-fluoro-4-iodophenyl)amino)-1-methyl-1H-pyrrolo[2,3-b]pyridine-3-carboxamide CC(O)(O[C@H](C)CONC(=O)C1=C(N(C2=NC=CC=C21)C)NC2=C(C=C(C=C2)I)F)C